C(CC=C)N1C(C2=C(C(=C1)C1=CC(=C(C=C1)F)C(=O)N1CCOCC1)C=CN2)=O 6-but-3-enyl-4-[4-fluoro-3-(morpholine-4-carbonyl)phenyl]-1H-pyrrolo[2,3-c]pyridin-7-one